5-Fluoro-6-(1-(8-isobutyl-8-azabicyclo[3.2.1]octan-3-yl)piperidin-4-yl)-1-methyl-2-(4-(methylsulfonyl)phenyl)-1H-benzo[d]imidazol FC1=CC2=C(N(C(=N2)C2=CC=C(C=C2)S(=O)(=O)C)C)C=C1C1CCN(CC1)C1CC2CCC(C1)N2CC(C)C